1-(4-Nitrophenyl)-1,2,3,4-tetrahydropyrimidine-2,4-dione [N+](=O)([O-])C1=CC=C(C=C1)N1C(NC(C=C1)=O)=O